Ditridecanol thiodipropionate S(CCC(=O)O)CCC(=O)O.C(CCCCCCCCCCCC)O.C(CCCCCCCCCCCC)O